2-[4-[2-(tert-butylamino)-2-oxo-ethyl]piperazin-1-yl]-N-[(5-isobutyl-1-phenylpyrazol-3-yl)methyl]acetamide C(C)(C)(C)NC(CN1CCN(CC1)CC(=O)NCC1=NN(C(=C1)CC(C)C)C1=CC=CC=C1)=O